ClC=1C=CC=2C(=C3N(C2C1C=1C(=NN(C1C)C)C)[C@@H](CN(C3=O)C3=C1C=CC(=NC1=CC=C3)C(=O)O)C)CCCOC3=CC(=C(C(=C3)C)Cl)C (R)-5-(7-chloro-10-(3-(4-chloro-3,5-dimethylphenoxy)propyl)-4-methyl-1-oxo-6-(1,3,5-trimethyl-1H-pyrazol-4-yl)-3,4-dihydropyrazino[1,2-a]indol-2(1H)-yl)quinoline-2-carboxylic Acid